C(#N)C=1N=CC(=NC1)NC1=CC(=C(N=N1)C=1OC(=NN1)C)NCC1CCN(CC1)C(=O)OC(C)(C)C tert-butyl 4-((6-(5-cyanopyrazin-2-ylamino)-3-(5-methyl-1,3,4-oxadiazol-2-yl)pyridazin-4-ylamino)methyl)piperidine-1-carboxylate